C(C)(=O)N1C[C@@H]2OCCN([C@H]2C1)C(=O)OC(C)(C)C |r| tert-butyl rac-(4aS,7aS)-6-acetyl-2,3,4a,5,7,7a-hexahydropyrrolo[3,4-b][1,4]oxazine-4-carboxylate